5-acetoxy-2-(3-iodophenyl)-2-methylpentanoic acid C(C)(=O)OCCCC(C(=O)O)(C)C1=CC(=CC=C1)I